O=C1C(=CN(C2=NC=CC=C12)C1=NC(=NS1)N1N=CC=C1)C(=O)O 4-oxo-1-[3-(1H-pyrazol-1-yl)-1,2,4-thiadiazol-5-yl]-1,4-dihydro-1,8-naphthyridine-3-carboxylic acid